C(C)C1=CC=C2CCO[C@]3(C[C@@H](N[C@@H](C3)C=3N=NN(C3)C)C)C2=C1 (1S,2'S,6'S)-7-ethyl-2'-methyl-6'-(1-methyl-1H-1,2,3-triazol-4-yl)spiro[isochromane-1,4'-piperidine]